N,N-dimethylmethan-imidamide CN(C=N)C